[B]1N[B]N([B]N1)N Aminoborazine